diethylphenoxide C(C)C=1C(=C([O-])C=CC1)CC